C(#N)C1=C(C=C(C=C1)C=1C=C(C(=O)N2C3CC(CC2CC3)NC(OC(C)(C)C)=O)C=CC1C1=C(C=C(C=C1)CC(C)(C)O)F)F tert-butyl N-[(3-exo)-8-[3-(4-cyano-3-fluorophenyl)-4-[2-fluoro-4-(2-hydroxy-2-methyl-propyl)phenyl]benzoyl]-8-azabicyclo[3.2.1]octan-3-yl]carbamate